CC1=CC(=C(C=C1)N(CC(=O)OCOC(=O)C)CC(=O)OCOC(=O)C)OCCOC2=C(C=CC(=C2)C3=C4C=CC(=[N+](C)C)C=C4OC5=C3C=CC(=C5)N(C)C)N(CC(=O)OCOC(=O)C)CC(=O)OCOC(=O)C.[Br-] The molecule is an organic bromide salt and a xanthene dye. It has a role as a fluorochrome. It contains a rhod-2(1+).